FC=1C=C2C=CN(C2=CC1)CC(C)N(C)C 1-(5-fluoro-1H-indol-1-yl)-N,N-dimethylpropan-2-amine